ClC=1C=C(C=CC1)C1=C(C=CC=C1)C1=NC(=NC(=C1)C1=CC=CC=C1)C1=CC2=CC=CC=C2C=C1 4-(3'-chloro-[1,1'-biphenyl]-2-yl)-2-(naphthalen-2-yl)-6-phenylpyrimidine